4-[5-(4-chlorophenyl)-1-[2-(trifluoromethyl)phenyl]pyrrol-2-yl]-N-[2-(4-methylpiperazin-1-yl)ethyl]benzamide hydrochloride Cl.ClC1=CC=C(C=C1)C1=CC=C(N1C1=C(C=CC=C1)C(F)(F)F)C1=CC=C(C(=O)NCCN2CCN(CC2)C)C=C1